CC1=C(OC2=NC(=CC=C2C(=O)NS(=O)(=O)C=2C(NC=CC2)=O)C2=CC=C(C=C2)OCC)C=CC(=C1)C 2-(2,4-Dimethylphenoxy)-6-(4-ethoxyphenyl)-N-[(2-oxo-1H-pyridin-3-yl)sulfonyl]pyridin-3-carboxamid